[1,2,4]triazole-4-ylamine N=1N=CN(C1)N